tert-butyl-(3R,4R)-4-((4-(3-(2-(benzyloxy)-6-hydroxypyridin-3-yl)-1-methyl-1H-indazol-6-yl)piperazin-1-yl)methyl)-3-fluoropiperidine-1-carboxylate C(C)(C)(C)OC(=O)N1C[C@@H]([C@H](CC1)CN1CCN(CC1)C1=CC=C2C(=NN(C2=C1)C)C=1C(=NC(=CC1)O)OCC1=CC=CC=C1)F